2-(4-(1-oxoisoindolin-2-yl)phenyl)propyl 3,4,5-trihydroxybenzoate OC=1C=C(C(=O)OCC(C)C2=CC=C(C=C2)N2C(C3=CC=CC=C3C2)=O)C=C(C1O)O